2,6-bis[5-(2-butyloctyl)thiophen-2-yl]-4,8-dithien-2-yl-benzo[1,2-d:4,5-d']bis-thiazole C(CCC)C(CC1=CC=C(S1)C=1SC2=C(N1)C(=C1C(N=C(S1)C=1SC(=CC1)CC(CCCCCC)CCCC)=C2C=2SC=CC2)C=2SC=CC2)CCCCCC